(S)-2-((tert-butoxycarbonyl)amino)-4-((2-methoxyethyl)((1R,3R)-3-(2-(5,6,7,8-tetrahydro-1,8-naphthyridin-2-yl)ethyl)cyclobutyl)amino)butanoic acid C(C)(C)(C)OC(=O)N[C@H](C(=O)O)CCN(C1CC(C1)CCC1=NC=2NCCCC2C=C1)CCOC